FC=1C=C2C=NN(C2=C(C1O)F)C1=CC=C(C=C1)N1CCC(CC1)C 5,7-Difluoro-1-(4-(4-methylpiperidin-1-yl)phenyl)-1H-indazol-6-ol